2-methylsulfonyl-benzoic acid CS(=O)(=O)C1=C(C(=O)O)C=CC=C1